[Ca].[Al].[Al] dialuminum monocalcium